(S)-Phenyl-4-nitrobutanoate C1(=CC=CC=C1)OC(CCC[N+](=O)[O-])=O